3-bromo-4-fluorobenzoic acid BrC=1C=C(C(=O)O)C=CC1F